[Cu].FS(=O)(=O)C1=CC=C(C(=O)N)C=C1 4-(fluorosulfonyl)benzamide copper